CC(CC(CCC)=O)CCCC 6-methyl-4-decanone